3-[8-[1-(4,4-dimethyl-2-oxo-pentyl)-4-piperidyl]-2,3-dihydro-1,4-benzoxazin-4-yl]piperidine-2,6-dione CC(CC(CN1CCC(CC1)C1=CC=CC=2N(CCOC21)C2C(NC(CC2)=O)=O)=O)(C)C